3-[(tert-butoxycarbonyl)(methyl)amino]propanoic acid C(C)(C)(C)OC(=O)N(CCC(=O)O)C